C1(=CC=CC=C1)[C@@H]1C[C@H](NC1)C(=O)O (2S,4S)-4-Phenyl-pyrrolidine-2-carboxylic acid